tert-butyl 2-(4-(7-((3-((difluoromethyl)sulfonyl)benzamido)methyl)-1,6-naphthyridin-2-yl)pyrimidin-2-yl)-6-oxa-2,9-diazaspiro[4.5]decane-9-carboxylate FC(S(=O)(=O)C=1C=C(C(=O)NCC2=NC=C3C=CC(=NC3=C2)C2=NC(=NC=C2)N2CC3(CC2)OCCN(C3)C(=O)OC(C)(C)C)C=CC1)F